Ethyl-8-((tetrahydro-2H-pyran-4-yl)methyl)-3-(4-(trifluoromethyl)phenyl)-2-thia-1,3,8-triazaspiro[4.5]decan-4-one 2,2-dioxide formate salt C(=O)O.C(C)N1S(N(C(C12CCN(CC2)CC2CCOCC2)=O)C2=CC=C(C=C2)C(F)(F)F)(=O)=O